1-(cyclopentylmethyl)-3-[rel-(2S)-2-(3-chlorophenyl)-2-methoxy-propyl]urea C1(CCCC1)CNC(=O)NC[C@@](C)(OC)C1=CC(=CC=C1)Cl |o1:11|